diethoxydimethoxysilane C(C)O[Si](OC)(OC)OCC